ClC1=CC(=CC=C1N)[N+](=O)[O-] 6-chloro-4-nitroaniline